5-(trifluoromethyl)-1,3,4-oxadiazole FC(C1=NN=CO1)(F)F